N-[5-[(3,5-difluorophenyl)methyl]-1H-indazol-3-yl]-4-(4-methylpiperazin-1-yl)-2-(oxan-4-ylamino)benzamide FC=1C=C(C=C(C1)F)CC=1C=C2C(=NNC2=CC1)NC(C1=C(C=C(C=C1)N1CCN(CC1)C)NC1CCOCC1)=O